C(C)(=O)OB(O)O boric acid-acetic anhydride